(R)-2-(6-Chloro-1-oxoisoquinolin-2(1H)-yl)-N-(4-(1-(difluoromethyl)-1H-pyrazol-5-yl)phenyl)propanamide ClC=1C=C2C=CN(C(C2=CC1)=O)[C@@H](C(=O)NC1=CC=C(C=C1)C1=CC=NN1C(F)F)C